N-(3-chloro-4-methoxyphenyl)-4-(4-{[2-(dimethylamino)ethyl](methyl)amino}-2-oxo-2,3-dihydro-1H-1,3-benzodiazol-1-yl)piperidine-1-carboxamide ClC=1C=C(C=CC1OC)NC(=O)N1CCC(CC1)N1C(NC2=C1C=CC=C2N(C)CCN(C)C)=O